ethyl (R)-4-chloro-1-ethyl-5-(4-methoxy-6-((1,1,1-trifluoropropan-2-yl)oxy)pyridin-3-yl)-1H-pyrazole-3-carboxylate ClC=1C(=NN(C1C=1C=NC(=CC1OC)O[C@@H](C(F)(F)F)C)CC)C(=O)OCC